(R)-N-((R)-1-(2-amino-5-methyl-3-(4,4,5,5-tetramethyl-1,3,2-dioxaborolan-2-yl)phenyl)ethyl)-2-methylpropane-2-sulfinamide NC1=C(C=C(C=C1B1OC(C(O1)(C)C)(C)C)C)[C@@H](C)N[S@](=O)C(C)(C)C